IC1=C(C=CC=C1)N1C=CC2=CC=C(C=C12)F 1-(2-iodophenyl)-6-fluoro-1H-indol